C#C.C#C.[Si] silicon diacetylene